(R)-2-(4-cyano-2-methoxyphenoxy)-5-(4-(difluoromethyl)phenyl)-4-methyl-N-(2-(S-methylamino-sulfinyl)pyridin-4-yl)nicotinamide C(#N)C1=CC(=C(OC2=C(C(=O)NC3=CC(=NC=C3)[S@@](=O)NC)C(=C(C=N2)C2=CC=C(C=C2)C(F)F)C)C=C1)OC